[Cl-].C(=C)N1C=[N+](C=C1)C 1-vinyl-3-methylimidazolium chloride salt